ClC1=CC=2C=3C=CC(=CC3N(C(N(C2N=C1)CC)=O)C1=C(C=C(C=C1F)NCCNCCC(=O)O)F)C#N 3-({2-[(4-{4-chloro-13-cyano-8-ethyl-9-oxo-6,8,10-triazatricyclo[9.4.0.02,7]pentadeca-1(11),2(7),3,5,12,14-hexaen-10-yl}-3,5-difluorophenyl)amino]ethyl}amino)propanoic acid